4-[(4r,10bs)-8-[(1r,4r)-2,5-diazabicyclo[2.2.1]heptan-2-yl]-4-methyl-3,4,6,10b-tetrahydro-1H-pyrazino[2,1-a]isoindol-2-yl]-1-methyl-1,8-naphthyridin-2-one [C@H]12N(C[C@H](NC1)C2)C=2C=C1CN3[C@@H](C1=CC2)CN(C[C@H]3C)C3=CC(N(C2=NC=CC=C32)C)=O